3-ethylsulfonyl-N-[3-methyl-5-(1,1,2,2,2-pentafluoroethyl)-1,3,4-thiadiazol-2-ylidene]-5-[3-(trifluoromethyl)pyrazol-1-yl]pyridine-2-carboxamide C(C)S(=O)(=O)C=1C(=NC=C(C1)N1N=C(C=C1)C(F)(F)F)C(=O)N=C1SC(=NN1C)C(C(F)(F)F)(F)F